FC=1C=C(C=C(C1N1C(C2(N3C1=NC=C3)CC2)=O)F)NC(=O)C2=NC=CC=C2 N-[3,5-difluoro-4-(6'-oxospiro[cyclopropane-1,5'-imidazo[1,2-a]imidazole]-7'-yl)phenyl]pyridine-2-carboxamide